2-amino-α-[[2-(1,1-dimethylethoxy)-2-oxoethoxy]imino]-4-thiazoleacetic acid NC=1SC=C(N1)C(C(=O)O)=NOCC(=O)OC(C)(C)C